NC1=CC=C(C=C1)N1CCNCC1 4-aminophenyl-piperazine